N(=NC(C#N)(CC(C)C)C)C(C#N)(CC(C)C)C azobis-(2,4-dimethylvaleronitrile)